FC([C@@H]1[C@H](CNC1)NC([O-])=O)(F)F ((3R,4S)-4-(trifluoromethyl)pyrrolidin-3-yl)carbamate